COC1=C(C(=CC=C1)OC)NC(=O)C1=NN(C=C1)C N-(2,6-dimethoxyphenyl)-1-methyl-1H-pyrazole-3-carboxamide